N[C@@]1(C([C@@H](CC1)NC=1C=2N(N=CC1C(=NC1=C(C=CC=C1)CC)N)C=C(C2)C2=C(C=C(C(=C2)F)OCC2=CC=CC=C2)C)(C)C)C 4-[[(1R,3S)-3-amino-2,2,3-trimethyl-cyclopentyl]amino]-6-(4-benzyloxy-5-fluoro-2-methyl-phenyl)-N'-(2-ethylphenyl)pyrrolo[1,2-b]pyridazine-3-carboxamidine